(5-chlorothiophen-2-yl)(5-methyl-4-(methylsulfonyl)-1H-imidazol-2-yl)methanol ClC1=CC=C(S1)C(O)C=1NC(=C(N1)S(=O)(=O)C)C